COC=1C=C(C=CC1OC)C1=CC=2C=NC(=CC2N1C)C1=CC=C(C=C1)N1CCN(CC1)C(C)=O 1-(4-(4-(2-(3,4-dimethoxyphenyl)-1-methyl-1H-pyrrolo[3,2-c]pyridin-6-yl)phenyl)piperazin-1-yl)ethan-1-one